C(C)(C)(C)OC(=O)N1CCC(CC1)NC1=NC=C(C(=N1)OCC)C(=O)O 2-((1-(tert-butoxycarbonyl)piperidin-4-yl)amino)-4-ethoxypyrimidine-5-carboxylic acid